3-chloro-4-fluorobenzene-1,2-diamine ClC1=C(C(=CC=C1F)N)N